ammonium 2-butyl suberate C(CCCCCCC(=O)[O-])(=O)OC(C)CC.[NH4+]